C(C)(C)OC1(CCN(CC1)C(=O)OC(C)(C)C)C(=O)OC(C)C 1-(tert-butyl) 4-isopropyl 4-isopropoxypiperidine-1,4-dicarboxylate